C(C=C)[NH2+]CCCS(=O)(=O)O N-allyl-N-(3-sulfopropyl)ammonium